(4-(6-methyl-3-(7-(4-methyl-2H-1,2,3-triazol-2-yl)-1,8-naphthyridin-4-yl)imidazo[1,2-b]pyridazin-7-yl)benzyl)piperidin-4-ol CC=1C(=CC=2N(N1)C(=CN2)C2=CC=NC1=NC(=CC=C21)N2N=CC(=N2)C)C2=CC=C(CN1CCC(CC1)O)C=C2